5-methyl-7-chloro-pyrazolo[1,5-a]pyrimidine CC1=NC=2N(C(=C1)Cl)N=CC2